Cl.N1CCC(CC1)C1=CC2=C(NC1=O)SCCC2 6-(piperidin-4-yl)-2,3,4,8-tetrahydro-7H-thiopyrano[2,3-b]pyridin-7-one hydrochloride